C1CC12CN(CC2)CC(=O)NC=2C=C(C(=NC2)C)C=2N1C(SC2C=2C=NN(C2)CCOC)=C(C=N1)C(=O)N (5-(2-(5-azaspiro[2.4]heptan-5-yl)acetamido)-2-methylpyridin-3-yl)-2-(1-(2-methoxyethyl)-1H-pyrazol-4-yl)pyrazolo[5,1-b]thiazole-7-carboxamide